CN1CCN(CC1)C1=CC=C(C=C1)NC=1N=CC2=C(N1)N(C=C2)CC2CCOCC2 N-(4-(4-Methylpiperazin-1-yl)phenyl)-7-((tetrahydro-2H-pyran-4-yl)methyl)-7H-pyrrolo[2,3-d]pyrimidin-2-amine